hydroxy-5-methoxy-2-sulfanyl-3H-pyrimidin-4-one ON1C(=NC=C(C1=O)OC)S